FC1=C(C(=O)O)C(=CC(=C1)F)NC1=C(C=C(C=C1)I)F 2,4-difluoro-6-[(2-fluoro-4-iodophenyl)amino]benzoic acid